O=C1NC(C=C(N1)CC(=O)NC=1C=C(C(=O)NC2=CC=C(C=C2)S(NC2=CC=CC=C2)(=O)=O)C=CC1C)=O 3-(2-(2,6-dioxo-1,2,3,6-tetrahydropyrimidin-4-yl)acetamido)-4-methyl-N-(4-(N-phenylsulfamoyl)phenyl)benzamide